3-(5-Fluoro-5'-methoxy-6'-methyl-[3,4'-bipyridin]-2'-yl)-5-(5-fluoropyridin-2-yl)-1,2,4-oxadiazole FC=1C=C(C=NC1)C1=CC(=NC(=C1OC)C)C1=NOC(=N1)C1=NC=C(C=C1)F